Cl.COC1(CNC1)C(F)(F)F 3-methoxy-3-(trifluoromethyl)azetidine hydrochloride